COCCCC1(CCCCC1)CN1N=CC(=C1C)C1=C(N=CS1)C(=O)O 5-(1-{[1-(3-methoxypropyl)cyclohexyl]Methyl}-5-methyl-1H-pyrazol-4-yl)-1,3-thiazole-4-carboxylic acid